CC1=C(C=CC=C1C)NC1=C(C(=O)O)C=CC=C1 2-(2,3-dimethylphenylamino)benzoic acid